FC1(CC(C1)(C(NC)=O)NC(OC(C)(C)C)=O)F tert-Butyl N-[3,3-difluoro-1-(methylcarbamoyl)cyclobutyl]carbamate